C(C1=CC=CC=C1)[N+](C)(C)CCCCCCCCCCCCC benzyltridecyldimethylammonium